11-[3-fluorobicyclo[1.1.1]pentan-1-yl]undecanoic acid FC12CC(C1)(C2)CCCCCCCCCCC(=O)O